N1CC(CCC1)CC#N 2-(3-piperidyl)acetonitrile